(R)-3-(3-(3-(1H-pyrazolo[3,4-d]pyrimidin-6-yl)phenyl)isoxazol-5-yl)-3-hydroxy-1-methylpyrrolidin-2-one N1N=CC=2C1=NC(=NC2)C=2C=C(C=CC2)C2=NOC(=C2)[C@]2(C(N(CC2)C)=O)O